FC1=C(C=CC=C1)N1CC2=C(N=C(N=C2)C)C2(CN(C(C2)=O)C)C1 6-(2-fluorophenyl)-1',2-dimethyl-6,7-dihydro-5H-spiro[pyrido[4,3-d]pyrimidine-8,3'-pyrrolidin]-5'-one